BrC=1C(=C(C=CC1)C=1C(=C(C=CC1)NC(=O)C1=NN2C(C(CCC2)=O)=C1)Cl)Cl N-[3-(3-bromo-2-chloro-phenyl)-2-chloro-phenyl]-4-oxo-6,7-dihydro-5H-pyrazolo[1,5-a]pyridine-2-carboxamide